7H-pyrrolo[2,3-d]pyrimidineamine N1=C(N=CC2=C1NC=C2)N